5-methyl-bicyclo[2.2.1]hepta-2-ene CC1C2C=CC(C1)C2